FC(OC[C@H]1NC[C@H](C1)OC)F (2S,4S)-2-((difluoromethoxy)methyl)-4-methoxypyrrolidine